N-[[5-benzyloxy-1-[4-(trifluoromethyl)phenyl]indazol-3-yl]methyl]propanamide C(C1=CC=CC=C1)OC=1C=C2C(=NN(C2=CC1)C1=CC=C(C=C1)C(F)(F)F)CNC(CC)=O